5-(cyclopropylmethoxy)pyrimidin-2-amine C1(CC1)COC=1C=NC(=NC1)N